Trimethylammonium Tetraphenylborate C1(=CC=CC=C1)[B-](C1=CC=CC=C1)(C1=CC=CC=C1)C1=CC=CC=C1.C[NH+](C)C